C(C)(C)(C)OC(=O)N[C@H](CC1=NC=CC=C1)C(=O)O N-t-butoxycarbonyl-3-pyridinyl-D-alanine